(R)-2-(6-((1-(2-(3-((tert-butyldiphenylsilyl)oxy)cyclobutyl)ethyl)piperidin-3-yl)amino)-4-methylpyridazin-3-yl)-5-(trifluoromethyl)phenol [Si](C1=CC=CC=C1)(C1=CC=CC=C1)(C(C)(C)C)OC1CC(C1)CCN1C[C@@H](CCC1)NC1=CC(=C(N=N1)C1=C(C=C(C=C1)C(F)(F)F)O)C